C1(CCC1)CNC12CC3(CC(CC(C1)C3)C2)NC(=O)C2=NC(=CC=C2)C 6-Methyl-pyridine-2-carboxylic acid [3-(cyclobutylmethyl-amino)-adamantan-1-yl]-amide